BrC=1C(=C(C=C(C1)C(C)(CC(C)(C)C)C)N1N=C2C(=N1)C=CC=C2)O[Si](C(C)C)(C(C)C)C(C)C 2-(3-bromo-2-((triisopropylsilyl)oxy)-5-(2,4,4-trimethylpentan-2-yl)phenyl)-2H-benzo[d][1,2,3]triazole